N1-(8-amino-6-(5-amino-4-methylpyridin-3-yl)-7-fluoroisoquinolin-3-yl)-N5-(2-((2-(2,6-dioxopiperidin-3-yl)-1,3-dioxoisoindolin-4-yl)amino)ethyl)glutaramide NC=1C(=C(C=C2C=C(N=CC12)NC(CCCC(=O)NCCNC1=C2C(N(C(C2=CC=C1)=O)C1C(NC(CC1)=O)=O)=O)=O)C=1C=NC=C(C1C)N)F